C(C)(C)(C)OC(=O)N1CCN(CC1)C=1OC=C(N1)C(=O)O 2-[4-(tert-butoxycarbonyl)piperazin-1-yl]-1,3-oxazole-4-carboxylic acid